CNC(=O)N1CC2=C(CC1)C=C(S2)C2=NOC(=N2)C(F)(F)F N-methyl-2-(5-(trifluoromethyl)-1,2,4-oxadiazol-3-yl)-4,7-dihydrothieno[2,3-c]pyridine-6(5H)-carboxamide